BrC1=C2CCCC(C2=CC=C1F)NC(OC(C)(C)C)=O tert-Butyl 5-bromo-6-fluoro-1,2,3,4-tetrahydronaphthalen-1-ylcarbamate